(3-(Methylamino)pyrrolidin-1-yl)-N-(3-phenylpropyl)-1H-benzo[d]imidazole-1-carboxamide CNC1CN(CC1)C1=NC2=C(N1C(=O)NCCCC1=CC=CC=C1)C=CC=C2